5-[(1R,4R)-2-oxa-5-azabicyclo[2.2.1]Hept-5-yl]Pyrazolo[1,5-a]Pyrimidine-3-carboxylic acid ethyl ester C(C)OC(=O)C=1C=NN2C1N=C(C=C2)N2[C@H]1CO[C@@H](C2)C1